4-methyl-2-phenylimidazoline CC1N=C(NC1)C1=CC=CC=C1